O=C1NC(CCC1N1C(C2=CC=C(C=C2C1=O)NS(=O)(=O)C1=CSC=C1)=O)=O N-(2-(2,6-dioxopiperidin-3-yl)-1,3-dioxoisoindolin-5-yl)thiophene-3-sulfonamide